2,3-bis(tetradecyloxy)propyl (2,5-dioxopyrrolidin-1-yl) carbonate C(OCC(COCCCCCCCCCCCCCC)OCCCCCCCCCCCCCC)(ON1C(CCC1=O)=O)=O